FC(C(=O)O)(F)F.FC(C(=O)O)(F)F.C(C)OC1=NC=CC=C1C1=NC(=C(C=C1)C1CCN(CC1)C1=C(C#N)C=C(C=C1)C(F)(F)F)OCCNC 2-(4-(2'-ethoxy-6-(2-(methylamino)ethoxy)-[2,3'-bipyridin]-5-yl)piperidin-1-yl)-5-(trifluoromethyl)benzonitrile bis(2,2,2-trifluoroacetate)